CO[C@@]1(COCC1)C1=CC(=CC(=N1)C=1C=C(N2C=NC(=CC21)C(=O)O)C=2C=NN(C2)C)C (R)-5-(6-(3-methoxytetrahydrofuran-3-yl)-4-methylpyridin-2-yl)-7-(1-methyl-1H-pyrazol-4-yl)pyrrolo[1,2-c]pyrimidine-3-carboxylic acid